N-[4-fluoro-5-(6-methylpyridazin-4-yl)-2-[rac-(3R,5S)-3,4,5-trimethylpiperazin-1-yl]phenyl]-6-oxo-4-(trifluoromethyl)-1H-pyridine-3-carboxamide FC1=CC(=C(C=C1C1=CN=NC(=C1)C)NC(=O)C1=CNC(C=C1C(F)(F)F)=O)N1C[C@H](N([C@H](C1)C)C)C |r|